Cl.[C@@H]12C[C@H]([C@@H](CC1)N2)NS(=O)(=O)C2=C(C=CC=C2)[N+](=O)[O-] |o1:1,3,4| N-[(1S,3R,4R)-rel-7-azabicyclo[2.2.1]hept-3-yl]-2-nitrobenzenesulfonamide hydrochloride